CC1=NC2=CC=C(C=C2C(=C1)N[C@H](C)C1=C(C(=CC=C1)C(F)(F)F)C)N1CCN(CC1)C(=O)C1COCC1 (4-(2-methyl-4-(((R)-1-(2-methyl-3-(trifluoromethyl)phenyl)ethyl)amino)quinolin-6-yl)piperazin-1-yl)(tetrahydrofuran-3-yl)methanone